rac-2-[4-[4-amino-2-(N-(2-amino-1-methyl-2-oxoethyl)-4-fluoro-anilino)thiazole-5-carbonyl]phenoxy]-2-methyl-propanamide NC=1N=C(SC1C(=O)C1=CC=C(OC(C(=O)N)(C)C)C=C1)N(C1=CC=C(C=C1)F)[C@@H](C(=O)N)C |r|